(3S,4S,6S)-3-hexyl-2-oxo-6-undecyltetrahydro-2H-pyran-4-yl-formyl-L-leucine C(CCCCC)[C@@H]1C(O[C@H](C[C@@H]1N([C@@H](CC(C)C)C(=O)O)C=O)CCCCCCCCCCC)=O